N-((1r,4r)-4-(difluoromethoxy)cyclohexyl)-4-(1H-imidazol-1-yl)pyrimidine-2-carboxamide FC(OC1CCC(CC1)NC(=O)C1=NC=CC(=N1)N1C=NC=C1)F